4-((6-chloro-2-methylpyrimidin-4-yl)amino)-2-(hydroxymethyl)cyclopentan-1-ol ClC1=CC(=NC(=N1)C)NC1CC(C(C1)O)CO